trifluorovinylborane potassium salt [K].FC(=C(F)F)B